(S)-1'-(5-((3-chloro-2-(cyclopropylamino)pyridin-4-yl)thio)-1H-imidazo[4,5-b]pyrazin-2-yl)-5,7-dihydrospiro[cyclopenta[c]pyridine-6,4'-piperidin]-5-amine ClC=1C(=NC=CC1SC=1N=C2C(=NC1)NC(=N2)N2CCC1(CC2)[C@@H](C2=C(C=NC=C2)C1)N)NC1CC1